thioctate O=C(O)CCCCC1CCSS1